(2R)-2-(tert-butoxycarbonylamino)-3-cyclohexylpropionic acid C(C)(C)(C)OC(=O)N[C@@H](C(=O)O)CC1CCCCC1